COC=1C=C2CCN=C(C2=CC1OC)C1=CC=C(C=C1)C 6,7-dimethoxy-1-(p-tolyl)-3,4-dihydroisoquinoline